4-amino-2-chlorotoluene-5-sulfonic acid NC1=CC(=C(C)C=C1S(=O)(=O)O)Cl